7-(4-(aminomethyl)phenyl)-3-((1-(3-benzyl-5-methylisoxazole-4-carbonyl)-4-hydroxypiperidin-4-yl)methyl)imidazo[2,1-f][1,2,4]triazin-4(3H)-one hydrochloride Cl.NCC1=CC=C(C=C1)C1=CN=C2C(N(C=NN21)CC2(CCN(CC2)C(=O)C=2C(=NOC2C)CC2=CC=CC=C2)O)=O